C(C)(C)(C)OC(C(CC=1C=C(C(=O)O)C=CC1)CNC=1SC(=C(N1)C1=CC(=C(C=C1)Cl)Cl)CC(C)C)=O 3-(3-tert-butoxy-2-((4-(3,4-dichlorophenyl)-5-isobutylthiazol-2-ylamino)methyl)-3-oxopropyl)benzoic acid